4,5,6,7-tetrahydro-1H-pyrazolo[3,4-c]pyridine N1N=CC2=C1CNCC2